C(C)(C)(C)C(C(C(O)C(C)(C)C)CC)O 1,3-di-tert-butyl-2-ethyl-1,3-propanediol